FC1=CC(=C2C=CC=NC2=C1OC)C1=NNC2=NC(=CN=C21)N2C[C@@H]1[C@]([C@@H]1CC2)(C2=C(C=CC=C2)F)CN ((1S,6R,7R)-3-(3-(7-fluoro-8-methoxyquinolin-5-yl)-1H-pyrazolo[3,4-b]pyrazin-6-yl)-7-(2-fluorophenyl)-3-azabicyclo[4.1.0]heptan-7-yl)methanamine